C(C1=CC=CC=C1)N(CCCC(=O)OC(C)(C)C)CCCC(=O)OC(C)(C)C di-tert-butyl 4,4'-(benzylazanediyl)dibutyrate